3',5'-difluoro-6-(3-(4-(hydroxymethyl)phenoxy)azetidin-1-yl)-[1,1'-biphenyl]-2-carboxylic acid methyl ester COC(=O)C=1C(=C(C=CC1)N1CC(C1)OC1=CC=C(C=C1)CO)C1=CC(=CC(=C1)F)F